3-(3,4-bis((4-fluorobenzyl)oxy)phenoxy)propane FC1=CC=C(COC=2C=C(OCCC)C=CC2OCC2=CC=C(C=C2)F)C=C1